F\C(=C/CN)\CS(=O)(=O)C1=CC=C(C=C1)S(=O)(=O)C (Z)-3-Fluoro-4-((4-(methylsulfonyl)phenyl)sulfonyl)but-2-en-1-amin